1-benzyl-5-bromo-4-fluoro-1H-pyrazole-3-carboxylic acid C(C1=CC=CC=C1)N1N=C(C(=C1Br)F)C(=O)O